N-(4-amino-3,4-dioxo-1-phenylbutan-2-yl)-4-(benzo[b]thiophen-7-yl)-2-methyloxazole-5-carboxamide NC(C(C(CC1=CC=CC=C1)NC(=O)C1=C(N=C(O1)C)C1=CC=CC2=C1SC=C2)=O)=O